FC=1C(=C(C=CC1F)C(=O)N1CC(C1)([C@H]1NCCCC1)O)NC1=C(C=C(C=C1)I)F {3,4-difluoro-2-[(2-fluoro-4-iodophenyl)amino]phenyl}{3-hydroxy-3-[(2S)-piperidin-2-yl]azetidin-1-yl}methanone